OC(CNC1=NC=C(C(=N1)C1=CNC2=C(C=CC=C12)P(C)(C)=O)C(F)(F)F)(C)C (3-(2-((2-hydroxy-2-methylpropyl)amino)-5-(trifluoromethyl)pyrimidin-4-yl)-1H-indol-7-yl)dimethylphosphine oxide